N-(4-(1-(cyclopropanecarbonyl)indolin-5-yl)-5-fluorothiazol-2-yl)-2-(3-(2-(2-((2-(2,6-dioxopiperidin-3-yl)-1,3-dioxoisoindolin-4-yl)amino)ethoxy)ethoxy)phenyl)acetamide C1(CC1)C(=O)N1CCC2=CC(=CC=C12)C=1N=C(SC1F)NC(CC1=CC(=CC=C1)OCCOCCNC1=C2C(N(C(C2=CC=C1)=O)C1C(NC(CC1)=O)=O)=O)=O